acryloyloxyundecylmethyldimethoxysilane C(C=C)(=O)OCCCCCCCCCCC[Si](OC)(OC)C